4-(benzylthio)-2-phenyl-5-(trimethylsilyl)oxazoleN C(C1=CC=CC=C1)SC1=CN(OC1[Si](C)(C)C)C1=CC=CC=C1